NC1=NC=CC(=N1)C1=C(N=C(S1)C1CCN(CC1)C1CC1)C=1C(=C(C=CC1)NS(=O)(=O)C1=C(C=CC(=C1)F)F)F N-{3-[5-(2-aminopyrimidin-4-yl)-2-(1-cyclopropylpiperidin-4-yl)-thiazol-4-yl]-2-fluorophenyl}-2,5-difluorobenzenesulfonamide